(Z)-7-{[(1S,2R,3R,5R)-2-fluoro-8-methyl-8-azabicyclo[3.2.1]octan-3-yl]amino}-N'-hydroxy-3-(2,2,2-trifluoroethyl)-1-benzothiophene-2-carboximidamide F[C@H]1[C@@H]2CC[C@H](C[C@H]1NC1=CC=CC=3C(=C(SC31)/C(/N)=N/O)CC(F)(F)F)N2C